BrC1=CC=C2C(CCSC2=C1)NC(O[C@@H]1CN2CCC1CC2)=O (S)-quinuclidin-3-yl (7-bromothiochroman-4-yl)carbamate